8-methyl-[1,2,4]triazolo[4,3-C]pyrimidine CC=1C=2N(C=NC1)C=NN2